E,E-2,4-Decadienal C(\C=C\C=C\CCCCC)=O